2-(4-Bromo-3-nitrobenzyl)-1-(2-methoxyethyl)-1H-benzo[d]imidazole-6-carboxylic acid methyl ester COC(=O)C=1C=CC2=C(N(C(=N2)CC2=CC(=C(C=C2)Br)[N+](=O)[O-])CCOC)C1